2-[1-[6-Methyl-2-[(1R,5R)-1-methyl-2-azabicyclo[3.2.0]heptan-2-yl]-4-oxo-chromen-8-yl]ethylamino]benzoic acid CC=1C=C2C(C=C(OC2=C(C1)C(C)NC1=C(C(=O)O)C=CC=C1)N1[C@@]2(CC[C@@H]2CC1)C)=O